3-(4-{4-[(2S)-1-(3-methoxy-4-nitrobenzoyl)piperidin-2-yl]but-1-yn-1-yl}-1-oxo-3H-isoindol-2-yl)piperidine-2,6-dione COC=1C=C(C(=O)N2[C@@H](CCCC2)CCC#CC2=C3CN(C(C3=CC=C2)=O)C2C(NC(CC2)=O)=O)C=CC1[N+](=O)[O-]